1,2,3,4-tetrahydronaphthalen-2-yl-acetamide C1C(CCC2=CC=CC=C12)CC(=O)N